ClC=1C=C(C=C(C1)Cl)N1CC(CC1=O)(C(=O)NCC1=NC(=NC=C1)OCC)C 1-(3,5-dichlorophenyl)-N-[(2-ethoxypyrimidin-4-yl)methyl]-3-methyl-5-oxopyrrolidine-3-carboxamid